FC(C(Cl)(F)F)F 1,1,2,2-tetrafluoro-2-chloroethane